4-(4-propenoylpiperazin-1-yl)-1-(2,6-dimethylphenyl)-6-fluoro-7-(2-fluoro-4-methoxyphenyl)quinolin-2(1H)-one C(C=C)(=O)N1CCN(CC1)C1=CC(N(C2=CC(=C(C=C12)F)C1=C(C=C(C=C1)OC)F)C1=C(C=CC=C1C)C)=O